1-{1-[(3bR,4aR)-1-{2-[4-(2,3-dimethylphenyl)piperazin-1-yl]-2-oxoethyl}-3b,4,4a,5-tetrahydro-1H-cyclopropa[3,4]cyclopenta[1,2-c]pyrazole-3-carbonyl]piperidin-3-yl}pyrrolidine-2-one CC1=C(C=CC=C1C)N1CCN(CC1)C(CN1N=C(C2=C1C[C@@H]1[C@H]2C1)C(=O)N1CC(CCC1)N1C(CCC1)=O)=O